FC1CCCC1O 3-fluoro-4-hydroxycyclopentane